3-fluoro-2-hydroxy-5-(1-(3-(piperidin-1-yl)phenyl)-1H-pyrazol-3-yl)benzaldehyde FC=1C(=C(C=O)C=C(C1)C1=NN(C=C1)C1=CC(=CC=C1)N1CCCCC1)O